ClC1=C(C(=O)N[C@H](C(=O)O)CC=2C=CC(=C3C=CC=NC23)C=2N=CC3=CC=CC=C3C2C)C(=CC=C1)Cl (S)-2-(2,6-dichlorobenzoylamino)-3-(5-(4-methylisoquinolin-3-yl)quinolin-8-yl)propionic acid